FC1=C(C=CC=C1)C(C#CC1=CC=C(C=C1)C)=O 1-(2-fluorophenyl)-3-(p-tolyl)prop-2-yn-1-one